1'-{2-[3,5-difluoro-4-(1-methanesulfonyleth-yl)phenoxy]ethyl}-2-oxo-1,2-dihydrospiro[indole-3,4'-piperidine]-5-carbonitrile FC=1C=C(OCCN2CCC3(CC2)C(NC2=CC=C(C=C23)C#N)=O)C=C(C1C(C)S(=O)(=O)C)F